(2R,3R,4S,5R)-2-(Acetoxymethyl)-6-hydroxytetrahydro-2H-pyran-3,4,5-triyl triacetate C(C)(=O)O[C@@H]1[C@H](OC([C@@H]([C@H]1OC(C)=O)OC(C)=O)O)COC(C)=O